(3-endo)-8,8-dimethyl-3-[2-phenyl-2-(2-thienyl)vinyl]-8-azoniabicyclo[3.2.1]octane bromide [Br-].C[N+]1(C2CC(CC1CC2)C=C(C=2SC=CC2)C2=CC=CC=C2)C